ClC1=C(C=C(C=C1)[C@H](NC(=O)[C@@H]1CNC(O1)=O)C1=CC=C(C=C1)Cl)C(F)(F)F |o1:7| (S)-N-((R or S)-(4-chloro-3-(trifluoromethyl)phenyl)(4-chlorophenyl)methyl)-2-oxooxazolidine-5-carboxamide